O[C@@H](COC1=CC=C(C(=O)O)C=C1)CN1C=NC=C1 (R)-4-(2-hydroxy-3-(1H-imidazol-1-yl)propoxy)benzoic acid